4-(4-(1-(4-chloro-3-fluorophenyl)-3,3-dimethyl-2,3-dihydro-1H-pyrrolo[3,2-b]pyridine-5-carbonyl)-3,3-dimethylpiperazin-1-yl)-4-oxobutanoic acid ClC1=C(C=C(C=C1)N1CC(C2=NC(=CC=C21)C(=O)N2C(CN(CC2)C(CCC(=O)O)=O)(C)C)(C)C)F